IC=1C=C(C=C(C1OC)OC)C1=NC2=C(N1[C@H]1C[C@H](CC1)C(NC)=O)C=C(C=C2)C(=O)NCCCN2CCN(CC2)C2=CC=CC=C2 2-(3-iodo-4,5-dimethoxyphenyl)-1-((1R,3S)-3-(methylcarbamoyl)cyclopentyl)-N-(3-(4-phenylpiperazin-1-yl)propyl)-1H-benzo[d]imidazole-6-carboxamide